(S)-4-((2-methoxyethyl)(4-(5,6,7,8-tetrahydro-1,8-naphthyridin-2-yl)butyl)amino)-2-pivalamidobutanoic acid COCCN(CC[C@@H](C(=O)O)NC(C(C)(C)C)=O)CCCCC1=NC=2NCCCC2C=C1